N-[(1S)-1-benzyl-3-chloro-1-methyl-but-3-enyl]-8-fluoro-quinoline-3-carboxamide C(C1=CC=CC=C1)[C@](CC(=C)Cl)(C)NC(=O)C=1C=NC2=C(C=CC=C2C1)F